N-(4-(3,3-difluoropyrrolidine-1-carbonyl)thiazol-2-yl)-2-methyl-5-(3-(trifluoromethyl)phenyl)furan-3-carboxamide FC1(CN(CC1)C(=O)C=1N=C(SC1)NC(=O)C1=C(OC(=C1)C1=CC(=CC=C1)C(F)(F)F)C)F